tert-butyl N-[(1S)-1-{[(1S,2S)-2-methyl-1-(methylcarbamoyl)butyl] carbamoyl}-4-{[(2,2,2-trifluoroethoxy)methanethioyl]amino}butyl]-carbamate C[C@H]([C@@H](C(NC)=O)NC(=O)[C@H](CCCNC(=S)OCC(F)(F)F)NC(OC(C)(C)C)=O)CC